(methylsulfinyl)ethyl acrylate C(C=C)(=O)OCCS(=O)C